OC1(CCC(CC1)C1CCC12NCCC(C2)C(=O)N)C(F)(F)F [(1r,4r)-4-hydroxy-4-(trifluoromethyl)cyclohexyl]-5-azaspiro[3.5]nonane-8-carboxamide